ClC1=C(C=CC(=N1)NN1C(C(=C(C1=O)C)CCC(=O)N(CC)CC)=O)C(F)(F)F 3-(1-{[6-chloro-5-(trifluoromethyl)(2-pyridyl)]amino}-4-methyl-2,5-dioxoazolin-3-yl)-N,N-diethylpropanamide